N-(3-((3aR,4R,6aR)-2,2-Dimethyl-6-oxotetrahydro-4H-cyclopenta[d][1,3]dioxol-4-yl)-5-(isothiazol-4-yl)phenyl)acetamide CC1(O[C@H]2[C@@H](O1)C(C[C@@H]2C=2C=C(C=C(C2)C=2C=NSC2)NC(C)=O)=O)C